C(C)(=O)NC1=C(C2=C(S1)C(C(CC2)(C2=CC=CC=C2)CCC2=CC(=NO2)C)=O)C(=O)OCC Ethyl 2-acetamido-6-(2-(3-methylisoxazol-5-yl)ethyl)-7-oxo-6-phenyl-4,5,6,7-tetrahydrobenzo[b]thiophene-3-carboxylate